5-[2-(dimethylamino)pyrimidin-5-yl]-7-{(1S)-1-[1-(2-fluorophenyl)-1H-1,2,3-triazol-4-yl]propyl}-7H-pyrrolo[2,3-d]pyrimidin-4-amine CN(C1=NC=C(C=N1)C1=CN(C=2N=CN=C(C21)N)[C@@H](CC)C=2N=NN(C2)C2=C(C=CC=C2)F)C